N-(3-((5-chloro-2-((1-(2-hydroxy-2-methylpropyl)-1H-pyrazol-4-yl)amino)pyrimidin-4-yl)amino)-4-fluorophenyl)acrylamide ClC=1C(=NC(=NC1)NC=1C=NN(C1)CC(C)(C)O)NC=1C=C(C=CC1F)NC(C=C)=O